C(=O)(O)CN(CCN(CC(=O)O)CCN(CC(=O)O)CC(=O)O)CC(=O)O N,N-bis[2-[bis(carboxymethyl)amino]ethyl]-L-glycine